COC(=O)[C@@H]1CN(CC[C@H]1N)C1=C(C=NC2=CC=C(C=C12)C1=C(C(=CC=C1)C#N)O)C1=CC(=CC(=C1)F)F trans-4-amino-1-[6-(3-cyano-2-hydroxyphenyl)-3-(3,5-difluorophenyl)quinolin-4-yl]piperidine-3-carboxylic acid methyl ester